2-((1r,2r)-1-(2-chloro-4,5-difluorophenyl)-1-(1-(2-methoxyethyl)-1H-pyrazol-4-yl)propan-2-yl)-5-hydroxy-N-(isoxazol-4-yl)-1-methyl-6-oxo-1,6-dihydropyrimidine-4-carboxamide ClC1=C(C=C(C(=C1)F)F)[C@H]([C@@H](C)C=1N(C(C(=C(N1)C(=O)NC=1C=NOC1)O)=O)C)C=1C=NN(C1)CCOC